COC(C1CCC(CC1)C=1SC2=C(N1)C=C(C(=C2)C(=O)NC=2C(N(C=CC2)[C@@H]2[C@@H](C2)F)=O)OC(C)C)OC 2-(4-(dimethoxymethyl)cyclohexyl)-N-(1-((1S,2R)-2-fluorocyclopropyl)-2-oxo-1,2-dihydropyridin-3-yl)-5-isopropoxybenzo[d]thiazole-6-carboxamide